3-(5-bromo-3-methyl-2-oxo-benzoimidazol-1-yl)-1-[(4-methoxyphenyl)methyl]piperidine-2,6-dione BrC1=CC2=C(N(C(N2C)=O)C2C(N(C(CC2)=O)CC2=CC=C(C=C2)OC)=O)C=C1